FC1=C(C=CC=C1)C1NC2=CC=CC=C2C(N1CCC(=O)NO)=O 3-(2-(2-fluorophenyl)-4-oxo-1,4-dihydroquinazolin-3(2H)-yl)-N-hydroxypropionamide